C(CCC(=O)C)(=O)OP(=O)(O)O.N1=CN=CC=C1 pyrimidine levulinyl-phosphate